(3-methyl-5-(6-oxo-1,6-dihydropyridin-3-yl)piperidin-1-yl)propionamide CC1CN(CC(C1)C1=CNC(C=C1)=O)C(C(=O)N)C